ClC1=NC(=CC(=C1)C=1C(=NN2C1N=C(C=C2)OCC(C)(C)O)C=2C=C(C#N)C=CC2)C 3-[3-(2-chloro-6-methyl-4-pyridinyl)-5-(2-hydroxy-2-methyl-propoxy)pyrazolo[1,5-a]pyrimidin-2-yl]benzonitrile